C(C)OC(=O)C=1C(NSN(C1)CCCC(=O)NO)C1=C(C=C(C=C1)Cl)Cl.CN(CCCC)C 4-(dimethylamino)butane Ethyl-3-(2,4-dichlorophenyl)-6-(4-(hydroxyamino)-4-oxobutyl)-3,6-dihydro-2H-1,2,6-thiadiazine-4-carboxylate